ClC1=C2C=C(C(N(C2=NC(=C1)C=1CCOCC1)C)=O)C 5-chloro-7-(3,6-dihydro-2H-pyran-4-yl)-1,3-dimethyl-1,8-naphthyridin-2(1H)-one